OC(=O)C(F)(F)F.N1(N=CC=C1)C[C@@H]1C[C@H](CN1)NC(=O)N1CC(CC1)C1=CC(=CC=C1)OC(F)(F)F N-((3R,5S)-5-((1H-Pyrazol-1-yl)methyl)pyrrolidin-3-yl)-3-(3-(trifluoromethoxy)phenyl)pyrrolidine-1-carboxamide TFA salt